3-{2-amino-3-[(2-imino-2,3-dihydro-1,3-oxazol-3-yl)methyl]phenyl}-1-[2-(3-chlorophenyl)-1-methoxypropane-2-yl]thiourea NC1=C(C=CC=C1CN1C(OC=C1)=N)NC(NC(COC)(C)C1=CC(=CC=C1)Cl)=S